F[C@@](CO)(CN1[C@@H](C=2NC3=CC=CC=C3C2C[C@H]1C)C1=CC=C(C=C1)NC1CN(C1)CCCF)C (R)-2-fluoro-3-((1R,3R)-1-(4-((1-(3-fluoropropyl)azetidin-3-yl)amino)phenyl)-3-methyl-1,3,4,9-tetrahydro-2H-pyrido[3,4-b]indol-2-yl)-2-methylpropan-1-ol